CC=1CCC(C(C1)C=1C(=C(C(=CC1O)CCCCC)C=1C=NC=NC1)O)C(=C)C 5'-methyl-4-pentyl-2'-(prop-1-en-2-yl)-3-(pyrimidin-5-yl)-1',2',3',4'-tetrahydro-[1,1'-biphenyl]-2,6-diol